3-amino-1-((2,4-dimethylthiazol-5-yl)methyl)-N-(1-methylcyclopropyl)-2,4-dioxo-1,2,3,4-tetrahydroquinazoline-6-sulfonamide NN1C(N(C2=CC=C(C=C2C1=O)S(=O)(=O)NC1(CC1)C)CC1=C(N=C(S1)C)C)=O